COC=1C=C2C=CN=C(C2=CC1OC)CO (6,7-Dimethoxyisoquinolin-1-yl)methanol